ClC=1C(N(C(=CC1OC([2H])([2H])C1=NC=C(C=C1F)F)C)C1=C(C(=NC=C1C)C1=C(C(=NC=C1)C(=O)OC)F)F)=O methyl 4-{3-chloro-4-[(3,5-difluoropyridin-2-yl)(2H2)methoxy]-6-methyl-2-oxopyridin-1-yl}-3,3'-difluoro-5-methyl-[2,4'-bipyridine]-2'-carboxylate